Cl.CC1NCC2(CCC2)C1 7-methyl-6-azaspiro[3.4]octane hydrochloride salt